COC=1C=C(C=CC1OC)C1CC=2C=CC3=CC=CC=C3C2C=C1 2-(3,4-Dimethoxyphenyl)-1H-phenanthrene